ClC=1C=C2C=C(NC2=CC1OCC1=CC(=NO1)C)CNC(=O)N1C(CCC1)C(F)F N-((5-chloro-6-((3-methylisoxazol-5-yl)methoxy)-1H-indol-2-yl)methyl)-2-(difluoromethyl)pyrrolidine-1-carboxamide